5-((1S,5R)-1-(5-(1-methylpiperidin-4-yl)-4H-1,2,4-triazol-3-yl)-5-(trifluoromethyl)-3-azabicyclo[3.1.0]hexan-3-yl)quinoline-8-carbonitrile CN1CCC(CC1)C=1NC(=NN1)[C@@]12CN(C[C@]2(C1)C(F)(F)F)C1=C2C=CC=NC2=C(C=C1)C#N